C(C)(C)C1=C(NC2=CC=C(C=C12)C1CCNCC1)C1=NN2C(C=NC=C2)=N1 2-(3-isopropyl-5-(piperidin-4-yl)-1H-indol-2-yl)-[1,2,4]triazolo[1,5-a]pyrazine